2-(((1S,6R)-6-(6-((4-cyano-2-fluorobenzyl)oxy)pyridin-2-yl)-3-azabicyclo[4.1.0]heptan-3-yl)methyl)-1-((1-ethyl-1H-imidazol-5-yl)methyl)-1H-benzo[d]imidazole-6-carboxylic acid C(#N)C1=CC(=C(COC2=CC=CC(=N2)[C@@]23CCN(C[C@H]3C2)CC2=NC3=C(N2CC2=CN=CN2CC)C=C(C=C3)C(=O)O)C=C1)F